thiophene-3-carboxylic acid S1C=C(C=C1)C(=O)O